C(CCCCCCCCC)OC=1C=C(C=CC1)CCC(=O)N(CCCP(OCC1=CC=CC=C1)(OCC1=CC=CC=C1)=O)CC1=CC=C(C=C1)OC Dibenzyl [3-({3-[3-(decyloxy)phenyl]propanoyl}[(4-methoxyphenyl)methyl]amino)propyl]phosphonate